2,6-DIHYDROXYBENZALDEHYDE OC1=C(C=O)C(=CC=C1)O